C(C)(SCC1=NN(C(=C1)CSC1=CC2=CC=CC=C2C(=C1)OC(C)=O)C)=O Ethanethioic acid, S-[[5-[[[4-(acetyloxy)-2-naphthalenyl]thio]methyl]-1-methyl-1H-pyrazol-3-yl]methyl] ester